N-(1-(1-(2-((1s,4s)-4-((2,4-dimethylpyrimidin-5-yl)oxy)cyclohexyl)ethyl)-1,4,5,6-tetrahydrocyclopenta[c]pyrazole-3-carbonyl)piperidin-4-yl)acetamide CC1=NC=C(C(=N1)C)OC1CCC(CC1)CCN1N=C(C2=C1CCC2)C(=O)N2CCC(CC2)NC(C)=O